2'-Chloro-N-(5-(5-cyano-3-methyl-6-(trifluoromethyl)picolinoyl)-5,6-dihydro-4H-pyrrolo[3,4-d]thiazol-2-yl)-5'-methoxy-6-methyl-[4,4'-bipyridine]-3-carboxamide ClC1=NC=C(C(=C1)C1=C(C=NC(=C1)C)C(=O)NC=1SC2=C(N1)CN(C2)C(C2=NC(=C(C=C2C)C#N)C(F)(F)F)=O)OC